FC1=C(C=C(OC2CC(C2)NC(OC(C)(C)C)=O)C=C1)C=C tert-butyl ((1r,3r)-3-(4-fluoro-3-vinylphenoxy)cyclobutyl)carbamate